N1=CC=C(C=C1)C1=C(C=CC=C1)C1=C(C(=NC(=C1N1C2=CC=C(C=C2C=2C=C(C=CC12)C#N)C#N)N1C2=CC=C(C=C2C=2C=C(C=CC12)C#N)C#N)N1C2=CC=C(C=C2C=2C=C(C=CC12)C#N)C#N)N1C2=CC=C(C=C2C=2C=C(C=CC12)C#N)C#N 9,9',9'',9'''-(4-(2-(pyridin-4-yl)phenyl)pyridine-2,3,5,6-tetrayl)tetrakis(9H-carbazole-3,6-dicarbonitrile)